2-[cyclopropyl(methyl)amino]-6-[5-(difluoromethyl)-1,3,4-oxadiazol-2-yl]-2,3-dihydro-1H-isoindol-1-one C1(CC1)N(N1C(C2=CC(=CC=C2C1)C=1OC(=NN1)C(F)F)=O)C